4-((2-fluoro-6-methoxybenzyl)amino)-2-((1-cyclobutyl-1H-pyrazol-4-yl)amino)pyrimidin-5-carboxamide FC1=C(CNC2=NC(=NC=C2C(=O)N)NC=2C=NN(C2)C2CCC2)C(=CC=C1)OC